4-((2S,3R,4R,5S)-3-(3,4-difluoro-2-methoxyphenyl)-4,5-dimethyl-5-(trifluoromethyl)pyrrolidine-2-carboxamido)picolinamide FC=1C(=C(C=CC1F)[C@@H]1[C@H](N[C@@]([C@@H]1C)(C(F)(F)F)C)C(=O)NC1=CC(=NC=C1)C(=O)N)OC